(3R,4S)-3-fluoro-4-(2-hydroxy-2-methylpropyloxy)piperidine-1-carboxylic acid tert-butyl ester C(C)(C)(C)OC(=O)N1C[C@H]([C@H](CC1)OCC(C)(C)O)F